BrC1=CC(=C(C=C1OC)O)CCCO 4-bromo-2-(3-hydroxypropyl)-5-methoxyphenol